[4-(1,3-Dioxolan-2-yl)phenyl]-3-nitroaniline O1C(OCC1)C1=CC=C(C=C1)NC1=CC(=CC=C1)[N+](=O)[O-]